[C@H]12CN(C[C@H](CC1)N2)C2=NC(=NC(=N2)OC[C@]21CCCN1C[C@@H](C2)F)OCC2=CC(=CC1=CC=C(C(=C21)C#C)F)O 4-(((4-((1R,5S)-3,8-diazabicyclo[3.2.1]octan-3-yl)-6-(((2R,7aS)-2-fluorotetrahydro-1H-pyrrolizin-7a(5H)-yl)methoxy)-1,3,5-triazin-2-yl)oxy)methyl)-5-ethynyl-6-fluoronaphthalen-2-ol